OCC12N(C(CC2C1)=O)C(=O)OC(C)(C)C t-butyl 1-(hydroxymethyl)-3-oxo-2-azabicyclo[3.1.0]hexane-2-carboxylate